FC(C1=C(OCC2=C(C=C(C=C2)C2C=3C(NC(C2C(=O)O)=O)=NNC3)OC)C=CC(=C1)C(F)(F)F)(F)F 4-[4-[[2,4-bis(trifluoromethyl)phenoxy]methyl]-3-methoxy-phenyl]-6-oxo-2,4,5,7-tetrahydropyrazolo[3,4-b]pyridine-5-carboxylic acid